3-bromo-5-(3-chloro-5-fluorophenoxy)-1-(oxacyclopent-3-yl)-1,2,4-triazole BrC1=NN(C(=N1)OC1=CC(=CC(=C1)F)Cl)C1COCC1